(R)-6-(8-((1,3-dimethyl-1H-pyrazol-5-yl)sulfonyl)-8-azaspiro[4.5]decan-2-yl)-2-oxa-6-azaspiro[3.3]heptane CN1N=C(C=C1S(=O)(=O)N1CCC2(CC[C@H](C2)N2CC3(COC3)C2)CC1)C